C([C@@H]1[C@H]([C@@H]([C@H]([C@H](O1)O[C@H]2[C@@H]([C@H]([C@@H](O[C@H]2C(=O)O)O[C@@H]3[C@H](O[C@@H]([C@@H]([C@H]3O)NS(=O)(=O)O)O)COS(=O)(=O)O)OS(=O)(=O)O)O)N)O)O)O The molecule is a heparan sulfate having an alpha-D-glucosaminyl residue at the non-reducing end. The heparan sulfate part consists of a variably sulfated repeating disaccharide unit. It has a role as a mouse metabolite. It is a member of heparan sulfates and a heparan alpha-D-glucosaminide. It is a conjugate acid of a heparan sulfate alpha-D-glucosaminide polyanion.